5-bromo-2-(7-{[(1s,3s)-3-hydroxy-3-methylcyclobutyl]amino}pyrazolo[1,5-d][1,2,4]triazin-4-yl)phenol BrC=1C=CC(=C(C1)O)C=1C=2N(C(=NN1)NC1CC(C1)(C)O)N=CC2